5-methyl-2-((6-methylbenzo[d][1,3]dioxol-5-yl)amino)-8-((tetrahydro-2H-pyran-4-yl)methyl)-5,8-dihydropteridine-6,7-dione CN1C=2C=NC(=NC2N(C(C1=O)=O)CC1CCOCC1)NC1=CC2=C(OCO2)C=C1C